[Si](C)(C)(C(C)(C)C)OCC(C#N)C(C1=CC=CC=C1)C1=CC=CC=C1 2-(((tert-butyldimethylsilyl)oxy)methyl)-3,3-diphenylpropanenitrile